C1(CC1)C (cyclopropyl)methan